1-(3-((3-((4-(trifluoromethyl)phenyl)amino)pyrazin-2-yl)amino)pyrrolidin-1-yl)prop-2-en-1-one FC(C1=CC=C(C=C1)NC=1C(=NC=CN1)NC1CN(CC1)C(C=C)=O)(F)F